((difluoromethoxy)methyl)piperidin FC(OCN1CCCCC1)F